5-Oxo-2-(trifluoromethyl)pyrazolo[1,5-a]pyrimidin O=C1N=C2N(C=C1)NC(=C2)C(F)(F)F